12-hydroxyl-stearic acid OC(CCCCCCCCCCC(=O)O)CCCCCC